phosphorus quinolone N1C(C=CC2=CC=CC=C12)=O.[P]